FC(C1N(CCC2=C1SC=N2)C=O)F [4-(difluoromethyl)-6,7-dihydro-4H-thiazolo[5,4-c]pyridin-5-yl]methanone